p-tert.amylphenol C(C)(C)(CC)C1=CC=C(C=C1)O